C(C=C)O[Si](OC)(OC)OC allyloxytrimethoxysilane